4-(3-methyltetrahydrofuran-3-yl)piperazine-1-carboxylic acid tert-butyl ester C(C)(C)(C)OC(=O)N1CCN(CC1)C1(COCC1)C